BrC=1C(=C(C=CC1)NS(=O)(=O)C=1C(=NC=C(C1)Cl)OC)C N-(3-bromo-2-methylphenyl)-5-chloro-2-methoxypyridine-3-sulfonamide